(-)-(S)-2-(3-(3-phenylpropyl)-1,2,4-oxadiazol-5-yl)pyrrolidine-1-carboxylic acid menthyl ester C1(CC(C(CC1)C(C)C)OC(=O)N1[C@@H](CCC1)C1=NC(=NO1)CCCC1=CC=CC=C1)C